Anti-N-[3-(3,5-dimethylpiperidin-1-yl)-4-(7-methyl-6,8-dihydro-5H-imidazo[1,5-a]pyrazin-3-yl)phenyl]cyclopropanecarboxamide CC1CN(CC(C1)C)C=1C=C(C=CC1C1=NC=C2N1CCN(C2)C)NC(=O)C2CC2